C(C)(C)(C)OC(=O)N1CCC(CC1)C(CN=[N+]=[N-])C1=C(C=C(C(=C1)Cl)Cl)OC 4-[2-azido-1-(4,5-dichloro-2-methoxyphenyl)ethyl]Piperidine-1-carboxylic acid tert-butyl ester